3,4-epoxy-4-methyl-cyclohexylmethyl-3,4-epoxy-4-methylcyclohexanecarboxylate CC12C(CC(CC1)COC(=O)C1CC3C(CC1)(O3)C)O2